1,1-Bis-(4-hydroxyphenyl)-1-phenylethan OC1=CC=C(C=C1)C(C)(C1=CC=CC=C1)C1=CC=C(C=C1)O